N-(2-aminoethyl)-aminomethyl-diethoxysilane NCCNC[SiH](OCC)OCC